C(C)(C)(C)OC(=O)N(C([O-])=O)C=1C(=NC(=C(C1)C(F)(F)F)C1OCCC1)C(C)(C)C N-tert-butoxycarbonyl-N-[6-tetrahydrofuran-2-yl-tert-Butyl 5-(trifluoromethyl)-3-pyridyl]carbamate